(S)-methylboronic acid CB(O)O